3-(2-{[1-(3-chloro(2-pyridyl))-isopropyl]amino}pyrimidin-5-yl)-1-methylpyrazole-5-carboxamide ClC=1C(=NC=CC1)C(C)(C)NC1=NC=C(C=N1)C1=NN(C(=C1)C(=O)N)C